Br.Br.C[C@H]1CN(CCC1)C1C(CNCC1)C (3R)-3,3'-dimethyl-1,4'-bipiperidine dihydrobromide